O=C1NC(C2=C(C=CC=C12)CC(=O)N)=O 1,3-dioxoisoindolin-4-yl-acetamide